2,3,4,6-O-tetraacetyl-D-glucopyranosyl azide C(C)(=O)[C@@]1(C(O[C@@H]([C@]([C@@]1(O)C(C)=O)(O)C(C)=O)COC(C)=O)N=[N+]=[N-])O